(3S,5S)-tert-Butyl 3-((tert-butyldimethylsilyl)oxy)-5-((methylsulfonyl)oxy)piperidine-1-carboxylate [Si](C)(C)(C(C)(C)C)O[C@@H]1CN(C[C@H](C1)OS(=O)(=O)C)C(=O)OC(C)(C)C